NC1CCC(CC1)N(C1=NC=CC(=N1)N(C)C1=NNC(=C1)C1CC1)C N2-((1R,4R)-4-aminocyclohexyl)-N4-(5-cyclopropyl-1H-pyrazol-3-yl)-N2,N4-dimethylpyrimidine-2,4-diamine